F[P-](F)(F)(F)(F)F.O1CCN(CC1)C[NH3+] N-morpholinomethylammonium hexafluorophosphate